OCC1CC(C1)NC=1C2=C(N=C(N1)C1=CC=C(C=C1)C=1OC=CN1)CC[S@]2=O (R)-4-(((1s,3S)-3-(hydroxymethyl)cyclobutyl)amino)-2-(4-(oxazol-2-yl)phenyl)-6,7-dihydrothieno[3,2-d]pyrimidine 5-oxide